tert-butyl (1R,4R)-5-(3-(bromomethyl)-4-(methoxycarbonyl)-phenyl)-2,5-diazabicyclo[2.2.1]heptane-2-carboxylate BrCC=1C=C(C=CC1C(=O)OC)N1[C@H]2CN([C@@H](C1)C2)C(=O)OC(C)(C)C